C(C)OC=1C=C(C=NC1)C1=NC(=C2N=CN(C2=N1)[C@@H]1[C@@H]([C@@H]([C@H](O1)C(=O)NC)O)O)NCC1=CC(=CC=C1)C (2S,3S,4R,5S)-5-(2-(5-ethoxypyridin-3-yl)-6-((3-methylbenzyl)amino)-9H-purin-9-yl)-3,4-dihydroxyl-N-methyltetrahydrofuran-2-carboxamide